(3-chloro-4-(6-(1-methylcyclopropoxy)-9-((4-methylpyridin-2-yl)methyl)-9H-purin-8-yl)phenyl)(3-fluoroazetidin-1-yl)methanone ClC=1C=C(C=CC1C=1N(C2=NC=NC(=C2N1)OC1(CC1)C)CC1=NC=CC(=C1)C)C(=O)N1CC(C1)F